IC1=C(OC=2C1=C(C=CC2)O)Br iodo(bromo)benzofuran-4-ol